(1S,3S,4S)-2-((S)-2-(3-chlorophenyl)-2-hydroxyacetyl)-N-((R)-1-cyano-2-((R)-2-oxopyrrolidin-3-yl)ethyl)-5,5-difluoro-2-azabicyclo[2.2.2]octane-3-carboxamide ClC=1C=C(C=CC1)[C@@H](C(=O)N1[C@@H]2CC([C@H]([C@H]1C(=O)N[C@H](C[C@@H]1C(NCC1)=O)C#N)CC2)(F)F)O